(bis(2-hydroxyphenyl)-pyridine) beryllium [Be].OC1=C(C=CC=C1)C=1C(=NC=CC1)C1=C(C=CC=C1)O